2-isopropyl-3-Nitropyridine C(C)(C)C1=NC=CC=C1[N+](=O)[O-]